2-(benzyloxy)-5-bromoisonicotinaldehyde C(C1=CC=CC=C1)OC=1C=C(C=O)C(=CN1)Br